(2-methoxyethyl)-5-(4,4,5,5-tetramethyl-1,3,2-dioxaborolan-2-yl)isoindolin-1-one COCCN1C(C2=CC=C(C=C2C1)B1OC(C(O1)(C)C)(C)C)=O